3-isobutyl-1-methyl-1H-pyrazole-5-carboxylic acid C(C(C)C)C1=NN(C(=C1)C(=O)O)C